4-(4-Cyano-3-hydroxy-6-o-tolyl-pyridin-2-yl)-4-oxo-butyric acid C(#N)C1=C(C(=NC(=C1)C1=C(C=CC=C1)C)C(CCC(=O)O)=O)O